FC1=CC(=C(C=C1)NC1=C(C(=O)OC)C=C(C=C1)C(F)(F)F)C=O methyl 2-((4-fluoro-2-formylphenyl) amino)-5-(trifluoromethyl)-benzoate